FC=1C=C(C2=CN(N=C2C1)C)C1=CC=C(CN2C(C3=NC=CC=C3C2=O)([2H])[2H])C=C1 6-(4-(6-fluoro-2-methyl-2H-indazol-4-yl)benzyl)-6,7-dihydro-5H-pyrrolo[3,4-b]pyridin-5-one-7,7-d2